methoxy-3,7,11-trimethyl-dodecadienoic acid isopropyl ester C(C)(C)OC(C(=C(C=CCC(CCCC(C)C)C)C)OC)=O